N-[4-({4-(4-methyl-piperazin-1-yl)-6-[(3-methyl-1H-pyrazol-5-yl)amino]pyrimidin-2-yl}thio)phenyl]cyclopropanecarboxamide CN1CCN(CC1)C1=NC(=NC(=C1)NC1=CC(=NN1)C)SC1=CC=C(C=C1)NC(=O)C1CC1